4-chloro-N-(2-hydroxy-3-methylphenyl)benzamide ClC1=CC=C(C(=O)NC2=C(C(=CC=C2)C)O)C=C1